CO[N-]CC1=CC=CC=C1 N-methoxybenzyl-amide